CC1=CN=CC(=N1)CC(=O)O 2-(6-methylpyrazin-2-yl)acetic acid